(8-(methylamino)-5-(5-(oxetan-3-yl)benzo[d]oxazol-2-yl)-2,7-naphthyridin-3-yl)cyclopropanecarboxamide CNC=1N=CC(=C2C=C(N=CC12)C1(CC1)C(=O)N)C=1OC2=C(N1)C=C(C=C2)C2COC2